C1(CC1)C(=O)N1CCN(CC1)CC1=NC=2N(C(N(C(C2N1CCC(C)C)=O)C)=O)C 8-((4-(cyclopropanecarbonyl)piperazin-1-yl)methyl)-7-isopentyl-1,3-dimethyl-3,7-dihydro-1H-purine-2,6-dione